BrC1=C(CCC)C=CC=C1 (2-bromobenzyl)ethane